methyl 5-cyclopropyl-2-acetamidothiophene-3-carboxylate C1(CC1)C1=CC(=C(S1)NC(C)=O)C(=O)OC